C(CCC)OCCCNC(SCC(C)=NO)=S.ClC1=C(C(=CC=C1)N1CCN(CC1)C(C)C)NC(=O)N1CCC(CC1)(C)C1=C(C=CC=C1)Cl N-(2-chloro-6-(4-isopropylpiperazin-1-yl)phenyl)-4-(2-chlorophenyl)-4-methylpiperidine-1-carboxamide N-butoxypropyl-S-[2-(hydroxyimino)propyl]dithiocarbamate